FC1(CC(C1)NS(=O)(=O)C1=CC=C(O1)C(=O)O)F 5-[(3,3-difluorocyclobutyl)sulfamoyl]furan-2-carboxylic acid